N[C@H](CO)CCC (S)-(-)-(+)-2-amino-1-pentanol